ClC1=CC(=C(CN2N=C(C3=CC=CC=C23)C(C)(C)O)C=C1)C 2-[1-(4-chloro-2-methylbenzyl)-1H-indazol-3-yl]propan-2-ol